C(N)(=O)C=1C=C(C=CC1Cl)NC(C1=C(C=C(C(=C1)Cl)C(F)(F)F)C1CCOC2=CC(=CC=C12)F)=O N-(3-carbamoyl-4-chlorophenyl)-5-chloro-2-(7-fluoro-chroman-4-yl)-4-(trifluoromethyl)benzamide